[3,6-difluoro-5-(2-fluoroethoxy)-2-pyridyl]-bis(p-anisyl)amine FC=1C(=NC(=C(C1)OCCF)F)N(CC1=CC=C(C=C1)OC)CC1=CC=C(C=C1)OC